(9R,13S)-13-amino-3,9-dimethyl-3,4,7-triazatricyclo[12.3.1.02,6]octadeca-1(18),2(6),4,14,16-pentaen-8-one hydrochloride Cl.N[C@H]1CCC[C@H](C(NC=2C=NN(C2C=2C=CC=C1C2)C)=O)C